6-((1-((3-cyclopropylpyridin-2-yl)methyl)-3-oxoisoindolin-2-yl)methyl)benzo[d]oxazol-2(3H)-one C1(CC1)C=1C(=NC=CC1)CC1N(C(C2=CC=CC=C12)=O)CC1=CC2=C(NC(O2)=O)C=C1